BrC1=CC2=C(N(C(N2)=O)C)C=C1C(F)(F)F 5-bromo-1-methyl-6-(trifluoromethyl)-1,3-dihydro-2H-benzo[d]imidazol-2-one